(5-amino-3-(5-amino-1,3,4-oxadiazol-2-yl)-1H-1,2,4-triazol-1-yl)propan-2-one (4-carbamoyl-6-chloropyridin-3-yl)carbamoyl-4-fluoropiperidine-1-carboxylate C(N)(=O)C1=C(C=NC(=C1)Cl)NC(=O)OC(=O)N1CCC(CC1)F.NC1=NC(=NN1CC(C)=O)C=1OC(=NN1)N